2-chloro-N-[(2R)-2,3-dihydroxypropyl]-N-methylacetamide ClCC(=O)N(C)C[C@H](CO)O